CN1C(=CC=C1)CN(C)C N-((1-methyl-1H-pyrrol-2-yl)methyl)-N-methylmethan-1-amine